C(CCC)[Sn](CCCC)=O dibutyltin monooxide